NC1=C2N=C(N(C2=NC=N1)CCNS(=O)(=O)C(C)(C)C)SC1=CC2=C(OCO2)C=C1C1=NNC=C1 2-Methyl-propane-2-sulfonic acid (2-{6-amino-8-[6-(1H-pyrazol-3-yl)-benzo[1,3]dioxol-5-ylsulfanyl]-purin-9-yl}-ethyl)-amide